1-(3-bromopropyloxy)-3-chlorobenzene BrCCCOC1=CC(=CC=C1)Cl